9-Ethyl-6,6-dimethyl-3-(3-methyloctan-2-yl)-7,8,9,10-tetrahydrobenzo[c]chromen-1-ol C(C)C1CC2=C(C(OC=3C=C(C=C(C23)O)C(C)C(CCCCC)C)(C)C)CC1